perfluorohexadecyl-sodium FC(C(C(C(C(C(C(C(C(C(C(C(C(C(C(C(F)(F)F)(F)F)(F)F)(F)F)(F)F)(F)F)(F)F)(F)F)(F)F)(F)F)(F)F)(F)F)(F)F)(F)F)(F)F)([Na])F